ClC=1C=NC(=C(C(=O)NC2CCC(CC2)CN2C(C(C3=CC=CC=C23)(C2=NC(=CC=C2)OC)O)=O)C1)C(F)F 5-chloro-2-(difluoromethyl)-N-((1r,4r)-4-((3-hydroxy-3-(6-methoxypyridin-2-yl)-2-oxoindolin-1-yl)methyl)cyclohexyl)nicotinamide